CSC(C(C)N1N=CC(=C1C(F)(F)F)C(=O)O)C 1-(3-(methylthio)butan-2-yl)-5-trifluoromethyl-1H-pyrazole-4-carboxylic acid